(2S,4R)-4-azidomethyl-4-fluoro-pyrrolidine-1,2-dicarboxylic acid 2-benzyl ester 1-tert-butyl ester C(C)(C)(C)OC(=O)N1[C@@H](C[C@](C1)(F)CN=[N+]=[N-])C(=O)OCC1=CC=CC=C1